BrC=1C=CC=2C(N(C(C3=CC=CC1C23)=O)CCO)=O 6-bromo-2-(2-hydroxyethyl)benzo[de]isoquinoline-1,3-dione